2-(6-(((R)-1-(3-(difluoromethyl)-2-fluorophenyl)ethyl)amino)-5-(1,3-dioxolan-2-yl)-2-methoxypyrimidin-4-yl)-N-morpholinopropionamide FC(C=1C(=C(C=CC1)[C@@H](C)NC1=C(C(=NC(=N1)OC)C(C(=O)NN1CCOCC1)C)C1OCCO1)F)F